FC(C(=O)O)(F)F.N1C(=CC=2C=NC=CC21)CNC(=O)[C@@H]2CC(C=1N2C(C(=NC1)NCC1=CC=CC=C1)=O)(C)C (S)-N-((1H-pyrrolo[3,2-c]pyridin-2-yl)methyl)-3-(benzylamino)-8,8-dimethyl-4-oxo-4,6,7,8-tetrahydropyrrolo[1,2-a]pyrazine-6-carboxamide trifluoroacetate